potassium 5-hydroxytetradecanoate OC(CCCC(=O)[O-])CCCCCCCCC.[K+]